5-((6-carbamoyl-7-methoxyquinolin-4-yl)oxy)indoline-1-carboxylic acid 4-nitrophenyl ester [N+](=O)([O-])C1=CC=C(C=C1)OC(=O)N1CCC2=CC(=CC=C12)OC1=CC=NC2=CC(=C(C=C12)C(N)=O)OC